5-(4-nitrobenzene-1-sulfonyl)-3-phenyl-2,3,4,5-tetrahydro-1,5-benzoxazepine [N+](=O)([O-])C1=CC=C(C=C1)S(=O)(=O)N1CC(COC2=C1C=CC=C2)C2=CC=CC=C2